3-chloro-5-(isopropylsulfanyl)-N-{(1S)-1-[1-(pyrimidin-2-yl)-1H-1,2,4-triazol-5-yl]Ethyl}-benzamide ClC=1C=C(C(=O)N[C@@H](C)C2=NC=NN2C2=NC=CC=N2)C=C(C1)SC(C)C